CCCC[C@@](C)(C/C=C/[C@H]1[C@@H](CC(=O)[C@@H]1CCCCCCC(=O)OC)O)O The molecule is a methyl (13E)-11,16-dihydroxy-16-methyl-9-oxoprost-13-en-1-oate that has 8S,11S,12S,16R-configuration. It is the pharmacologically active diastereoisomeric component of misoprostol. It has a role as an anti-ulcer drug, an oxytocic and an abortifacient. It is an enantiomer of an (11S,16R)-misoprostol.